N-dimethoxymethylazepan COC(N1CCCCCC1)OC